C(#N)C=1C=C(C=C(C1)C(C)(C)O)S(=O)(=O)NC(NC1=C(C=C(C=C1C(C)C)F)C(C)C)=O 3-cyano-N-(4-fluoro-2,6-diisopropylphenyl-carbamoyl)-5-(2-hydroxypropan-2-yl)benzenesulfonamide